C(CC)[C@@H]1CC[C@H](CC1)[C@@H]1CC[C@H](CC1)O trans-4-(trans-4-n-propyl-cyclohexyl)cyclohexanol